N-(5-bromo-1H-pyrrolo[3,2-b]pyridin-3-yl)-5-[(trimethylsilyl)ethynyl]-1H-benzo[d]imidazol-2-amine BrC1=CC=C2C(=N1)C(=CN2)NC2=NC1=C(N2)C=CC(=C1)C#C[Si](C)(C)C